FC(C=1C=C(C=C(C1)C(F)(F)F)C1=NN(C=N1)/C=C(/C=1C=NC=NC1)\C1=CC(NN=C1)=O)(F)F (E)-5-(2-(3-(3,5-bis(trifluoromethyl)phenyl)-1H-1,2,4-triazol-1-yl)-1-(Pyrimidin-5-yl)vinyl)pyridazin-3(2H)-one